ethyl 2-[(1,7-dihexyl-3-methyl-2,6-dioxo-2,3,6,7-tetrahydro-1H-purin-8-yl)thio]butanoate C(CCCCC)N1C(N(C=2N=C(N(C2C1=O)CCCCCC)SC(C(=O)OCC)CC)C)=O